2-(Methylamino)ethyl (6-(trifluoromethoxy)benzo[d]thiazol-2-yl)carbamate FC(OC1=CC2=C(N=C(S2)NC(OCCNC)=O)C=C1)(F)F